C(C)(C)(C)OC(N[C@H](C)C=1C=C(C=CC1)C1=C(C(=CC=C1)F)O)=O (R)-(1-(3'-fluoro-2'-hydroxy-[1,1'-biphenyl]-3-yl)ethyl)carbamic acid tert-butyl ester